C1=CC=CC=2C3=CC=CC=C3C(C12)COC(=O)N[C@H](C(=O)O)CC1=CC2=CC=C(C=C2C=C1)OC(C)(C)C (S)-2-((((9H-fluoren-9-yl)methoxy)carbonyl)amino)-3-(6-(tert-butoxy)naphthalen-2-yl)propanoic acid